C[C@@H]1CN=C(CC1)C=1C=CC2=C(N=C(S2)C2CCOCC2)C1 5-[(3S)-3-methyl-2,3,4,5-tetrahydropyridin-6-yl]-2-tetrahydropyran-4-yl-1,3-benzothiazole